S1C=C(C=C1)C=N[C@@H](CCCN\C(\N)=N\[H])C(=O)O (E)-N2-[(thiophen-3-yl)methylidene]-L-arginine